tert-butyl {(1r,4r)-4-[(dibenzylamino)methyl]cyclohexyl}carbamate C(C1=CC=CC=C1)N(CC1=CC=CC=C1)CC1CCC(CC1)NC(OC(C)(C)C)=O